6-Fluoro-5-[4-[(5-fluoro-2-isopropyl-3-oxo-4H-quinoxalin-6-yl)methyl]piperazin-1-yl]-N-methyl-pyridine-2-carboxamide FC1=C(C=CC(=N1)C(=O)NC)N1CCN(CC1)CC=1C(=C2NC(C(=NC2=CC1)C(C)C)=O)F